N-(1-methylpiperidin-4-yl)-1,2,3,4-tetrahydroisoquinolin-8-amine hydrochloride Cl.CN1CCC(CC1)NC=1C=CC=C2CCNCC12